BrC1=CC=CC2=C1CN(S2)C 4-bromo-2-methyl-2,3-dihydrobenzo[d]isothiazole